3-(2,6-dimethylphenyl)-1-methyl-N6-(4-(piperazin-1-yl)phenyl)-1H-pyrazolo[3,4-d]pyrimidine-3,6-Diamine CC1=C(C(=CC=C1)C)C1(NN(C2=NC(=NC=C21)NC2=CC=C(C=C2)N2CCNCC2)C)N